Benzidine-2,2'-disulfonic acid C=1(C(=CC(N)=CC1)S(=O)(=O)O)C=1C(=CC(N)=CC1)S(=O)(=O)O